C(C)(C)(C)OC(=O)N1CCC(CC1)=CC=1C(=NC(=NC1)Cl)OC 4-((2-chloro-4-methoxypyrimidin-5-yl)methylene)piperidine-1-carboxylic acid tert-butyl ester